N,N'-di-2-naphthyl p-phenylenediamine tert-butyl (S)-2-((((9H-fluoren-9-yl)methoxy)carbonyl)amino)-3-(6-cyanopyridazin-3-yl)propanoate C1=CC=CC=2C3=CC=CC=C3C(C12)COC(=O)N[C@H](C(=O)OC(C)(C)C)CC=1N=NC(=CC1)C#N.C1=C(C=CC2=CC=CC=C12)NC1=CC=C(C=C1)NC1=CC2=CC=CC=C2C=C1